FC1=CC(=C(C=C1)C1=CC(=NC(=C1)C=O)NCCC#N)C1=NN=CN1C 3-({4-[4-fluoro-2-(4-methyl-1,2,4-triazol-3-yl)phenyl]-6-formylpyridin-2-yl}amino)propanenitrile